C[Hf](C1=CC=CC=2C3=CC=CC=C3CC12)(C1C=CC=C1)(=C(CCCC)C=1SC(=CC1)C)C dimethyl-(5-methylthienyl)(n-butyl)methylene(cyclopentadienyl)(fluorenyl)hafnium